methylpyrrolidin CN1CCCC1